benzyl (3S,5S)-3-((6-bromo-7-oxo-8-(2,2,2-trifluoroethyl)-7,8-dihydropyrido[2,3-d]pyrimidin-2-yl)amino)-5-fluoropiperidine-1-carboxylate BrC1=CC2=C(N=C(N=C2)N[C@@H]2CN(C[C@H](C2)F)C(=O)OCC2=CC=CC=C2)N(C1=O)CC(F)(F)F